C(#N)C=1C=C(C(=O)OC)C=C(C1O)SC methyl 3-cyano-4-hydroxy-5-(methylthio)benzoate